FC1=CC=CC=2NC(=NC21)[C@H](C)NC(=O)[C@H](CC(=O)N2[C@H](CCCC2)C)NC(=O)[C@@H]2[C@@H](C2)C2=CC=CC=C2 (1S,2R)-N-[(1S)-1-[[(1S)-1-(4-fluoro-1H-benzimidazol-2-yl)ethyl]carbamoyl]-3-[(2S)-2-methyl-1-piperidyl]-3-oxo-propyl]-2-phenyl-cyclopropanecarboxamide